C1(CC1)C1=NC(=CC(=C1)C=1C(=CC(=C(C1)NC(=O)N1C[C@@H](CC1)CC(F)(F)F)F)C)N1CCOCC1 (3S)-N-{5-[2-cyclopropyl-6-(morpholin-4-yl)pyridin-4-yl]-2-fluoro-4-methylphenyl}-3-(2,2,2-trifluoroethyl)pyrrolidine-1-carboxamide